(3r,4r)-4-((4'-((S)-4-hydroxy-3-(2-((S)-1-hydroxyethyl)-1H-imidazol-1-yl)but-1-yn-1-yl)-[1,1'-biphenyl]-4-yl)oxy)-1-(2-methoxyethyl)pyrrolidin-3-ol OC[C@H](C#CC1=CC=C(C=C1)C1=CC=C(C=C1)O[C@H]1[C@@H](CN(C1)CCOC)O)N1C(=NC=C1)[C@H](C)O